C(C)OC(NC(COCC1=CC(=CC=C1)C(F)(F)F)=O)=O (E)-N-((3-(trifluoromethyl)benzyl)oxy)acetylcarbamic acid ethyl ester